triphenylphosphonium tosylate salt S(=O)(=O)([O-])C1=CC=C(C)C=C1.C1(=CC=CC=C1)[PH+](C1=CC=CC=C1)C1=CC=CC=C1